N1CC(C1)C#CC=1C(=C(C=CC1)C1=C(C(=CC=C1)C1=NC(=C(C=O)C=C1)OC)C)C 6-(3'-(azetidin-3-ylethynyl)-2,2'-dimethyl-[1,1'-biphenyl]-3-yl)-2-methoxynicotinaldehyde